6-methylbenzo[c][1,2,5]oxadiazole-5-carboxylic acid CC=1C(=CC=2C(=NON2)C1)C(=O)O